ClC1=C(C(=O)N2CC(CC2)CN2C(NC3=C2C=C(C=C3)C(=O)OC)=O)C=CC(=C1)Cl Methyl 3-((1-(2,4-dichlorobenzoyl)pyrrolidin-3-yl)methyl)-2-oxo-2,3-dihydro-1H-benzo[d]imidazole-5-carboxylate